[Cl-].C(C1=CC=CC=C1)[N+](CCCCCCCCCCCCCC)(C)C Benzyldimethyl-(tetradecyl)Ammonium chlorid